CC1=NN(OC1=CC=1OC(=CC1)C1=C(C=C(C(=C1)C)C)[N+](=O)[O-])C1=CC=C(C(=O)O)C=C1 4-(4,5-dihydro-3-methyl-4-((5-(4,5-dimethyl-2-nitrophenyl)furan-2-yl)methylene)-5-oxapyrazol-1-yl)benzoic acid